C12(CC(C1)C2)C2=CC=C1C=C(C(NC1=C2)=O)C(=O)O 7-(bicyclo[1.1.1]pentan-1-yl)-2-oxo-1,2-dihydroquinoline-3-carboxylic acid